ClC=1C=NC(=NC1)N1CCC(CC1)CCCOC1=CC(=C(C(=C1)F)CC(=O)N1CC(CC1)(CNCC(CO)(CO)CO)O)F 2-[4-[3-[1-(5-chloropyrimidin-2-yl)-4-piperidyl]propoxy]-2,6-difluoro-phenyl]-1-[3-hydroxy-3-[[[3-hydroxy-2,2-bis(hydroxymethyl)propyl]amino]methyl]pyrrolidin-1-yl]ethanone